C(C)(C)(C)OC(=O)N1CCN(CC1)C1=NC=CC(=C1)C=1C(=C(C=C(C1)F)C1=CC(=C(C=C1)N1C(N(CC1)C(C)=O)=O)Cl)O 4-(4-(4'-(3-acetyl-2-oxoimidazolidin-1-yl)-3'-chloro-5-fluoro-2-hydroxy-[1,1'-biphenyl]-3-yl)pyridin-2-yl)piperazine-1-carboxylic acid tert-butyl ester